5-amino-2-phenyl-indol NC=1C=C2C=C(NC2=CC1)C1=CC=CC=C1